BrC=1C=C(C=2N(C1)N=CC2)C2=CC(=C(CNC(OC(C)(C)C)=O)C=C2)C tert-butyl (4-(6-bromopyrazolo[1,5-a]pyridin-4-yl)-2-methylbenzyl)carbamate